N-(1-(3,3-difluorocyclobutyl)-2-oxo-1,2-dihydropyridin-3-yl)-2-(4,4-dimethyl-1,4-azasilinan-1-yl)-4-((1-hydroxy-2-methylpropan-2-yl)sulfonyl)benzamide FC1(CC(C1)N1C(C(=CC=C1)NC(C1=C(C=C(C=C1)S(=O)(=O)C(CO)(C)C)N1CC[Si](CC1)(C)C)=O)=O)F